N-[2-chloro-3-[2-chloro-3-(4-formylphenyl)phenyl]phenyl]-4-hydroxy-4,5,6,7-tetrahydropyrazolo[1,5-a]pyridine-2-carboxamide ClC1=C(C=CC=C1C1=C(C(=CC=C1)C1=CC=C(C=C1)C=O)Cl)NC(=O)C1=NN2C(C(CCC2)O)=C1